S1C(=NC2=C1C=CC=C2)NC2=C(C=C(N=N2)N(C=2SC(=C(N2)C(=O)O)CCCOC2=C(C=C(C=C2)C#CCN(C)C)F)CCCCO)C 2-[[6-(1,3-Benzothiazol-2-ylamino)-5-methyl-pyridazin-3-yl]-(4-hydroxybutyl)amino]-5-[3-[4-[3-(dimethylamino)prop-1-ynyl]-2-fluoro-phenoxy]propyl]thiazole-4-carboxylic acid